C1(=CC=CC=C1)C1=CC=C2C(=N1)NC(=N2)C2CN(CC2)C#N 3-(5-phenyl-3H-imidazo[4,5-b]pyridin-2-yl)pyrrolidine-1-carbonitrile